NCC(=O)N1CC2(CCN(CC2)C2=C(C=C(C=C2)Cl)C(F)(F)F)C=2C=CC(=NC2C1)C=1C(=NC=CC1)OCC 2-amino-1-[1'-[4-chloro-2-(trifluoromethyl)phenyl]-2-(2-ethoxypyridin-3-yl)spiro[6,8-dihydro-1,7-naphthyridine-5,4'-piperidine]-7-yl]ethanone